C(C1=CC=CC=C1)OC1=C(SC=C1)C(=O)NC=1C=NC(=CC1)C(F)(F)F 3-(benzyloxy)-N-(6-trifluoromethylpyridin-3-yl)thiophene-2-carboxamide